(+-)-(3-methyl-6-pentyl-1-oxa-4-azaspiro[4.4]non-3-yl)methanol CC1(COC2(N1)C(CCC2)CCCCC)CO